FC=1C=CC(=NC1)NC(=O)C=1C=2N(C=C(C1)C=1C=NN(C1)C)C=CN2 N-(5-Fluoropyridin-2-yl)-6-(1-methyl-1H-pyrazol-4-yl)imidazo[1,2-a]pyridine-8-carboxamide